N[C@@H](CCC(C(F)(F)F)(C)C)C=1N=C2N(N=CC(=C2)CC2C(N[C@@](C2)(C(F)(F)F)C)=O)C1 (5S)-3-((2-((S)-1-amino-5,5,5-trifluoro-4,4-dimethylpentyl)imidazo[1,2-b]pyridazin-7-yl)methyl)-5-methyl-5-(trifluoromethyl)pyrrolidin-2-one